O=C1NC(CCC1C1=CC(=C(C=C1OC)N1CCN(CC1)CCC1CCN(CC1)NC(OC(C)(C)C)=O)F)=O tert-butyl (4-(2-(4-(4-(2,6-dioxopiperidin-3-yl)-2-fluoro-5-methoxyphenyl)piperazin-1-yl)ethyl)piperidin-1-yl)carbamate